(E)-1-(2-Hydroxyphenyl)-3-[4-(phenoxymethyl)phenyl]prop-2-en-1-one OC1=C(C=CC=C1)C(\C=C\C1=CC=C(C=C1)COC1=CC=CC=C1)=O